5-(4-fluorophenyl)-1,2,6-trimethyl-4-oxo-1,4-dihydropyridine-3-carboxylic acid FC1=CC=C(C=C1)C=1C(C(=C(N(C1C)C)C)C(=O)O)=O